FC=1C=CC(=NC1)NC(CN1C=2N(C(C3=C1C(N(C3)C(C)C)=O)=O)N=C(C2)[C@@H]2N(C(CC2)=O)C)=O N-(5-fluoropyridin-2-yl)-2-{2-[(2R)-1-methyl-5-oxopyrrolidin-2-yl]-5,8-dioxo-6-(propan-2-yl)-5,6,7,8-tetrahydro-4H-pyrazolo[1,5-a]pyrrolo[3,4-d]pyrimidin-4-yl}acetamide